1-(azidomethyl)-3,5-dichlorobenzene N(=[N+]=[N-])CC1=CC(=CC(=C1)Cl)Cl